COC(=O)C=1N=C(SC1CCCOC1=C(C=C(C=C1)CCCCNC)F)N1CCCC2=C1N=NC(=C2C)NC=2SC1=C(N2)C=CC=C1 {3-[(1,3-benzothiazol-2-yl)amino]-4-methyl-5H,6H,7H,8H-pyrido[2,3-c]Pyridazin-8-yl}-5-(3-{2-fluoro-4-[4-(methylamino)butyl]Phenoxy}propyl)-1,3-thiazole-4-carboxylic acid methyl ester